C(#N)C1=C(SC2=C1CN(C(C2)(C)C)CC2CC(C2)(F)F)NC(CC2=CC=C(C=C2)S(N)(=O)=O)=O N-(3-Cyano-5-((3,3-difluorocyclobutyl)methyl)-6,6-dimethyl-4,5,6,7-tetrahydrothieno[3,2-c]pyridin-2-yl)-2-(4-sulfamoylphenyl)acetamid